5-[3-(4,4-difluorocyclohexyl)-1,2,4-oxadiazol-5-yl]-4,5,6,7-tetrahydro[1,3]thiazolo[5,4-c]pyridin-2-amine FC1(CCC(CC1)C1=NOC(=N1)N1CC2=C(CC1)N=C(S2)N)F